1-[(2,4-dimethoxyphenyl)methyl]-4-ethynylpyrrolidin-2-one COC1=C(C=CC(=C1)OC)CN1C(CC(C1)C#C)=O